C1(=CC=CC=C1)C1=NC(=NC(=N1)C1=CC=CC=C1)C=1C=C(C=CC1)C1=CC=CC(=N1)C1=C(C=CC=C1)[O-].[Cs+] cesium 2-(6-(3-(4,6-diphenyl-1,3,5-triazin-2-yl)phenyl)pyridin-2-yl)phenolate